C(C=C)(=O)N1CCN(CC1)C N-acryloyl-N'-methylpiperazine